(5R,6S)-6-((S)-5H-imidazo[5,1-a]isoindol-5-yl)-5,6,7,8-tetrahydroisoquinolin-5-ol C=1N=CN2C1C1=CC=CC=C1[C@@H]2[C@H]2[C@H](C=1C=CN=CC1CC2)O